N-((S)-(7-((R)-Cyclopropyl(2-((S*)-2,2,3,3-tetrafluorocyclobutyl)acetamido)methyl)imidazo[1,2-b]pyridazin-2-yl)(4,4-difluorocyclohexyl)methyl)-4-methyl-1,2,5-oxadiazole-3-carboxamide C1(CC1)[C@H](C1=CC=2N(N=C1)C=C(N2)[C@@H](NC(=O)C2=NON=C2C)C2CCC(CC2)(F)F)NC(C[C@@H]2C(C(C2)(F)F)(F)F)=O |o1:34|